F[P-](F)(F)(F)(F)F.C(N)N methanediamine hexafluorophosphate